(R)-N-ethyl-1-methyl-N-(2,2,2-trifluoro-1-(4-fluorophenyl)ethyl)-1H-benzo[d]imidazole-6-sulfonamide C(C)N(S(=O)(=O)C=1C=CC2=C(N(C=N2)C)C1)[C@@H](C(F)(F)F)C1=CC=C(C=C1)F